CC1=C(C=NN1)C=1N=C(C2=C(N1)C=NC=C2)N2CCC1(CCN(C1)[C@H]1[C@H](CC1)O)CC2 (1S,2R)-2-(8-(2-(5-methyl-1H-pyrazol-4-yl)pyrido[3,4-d]pyrimidin-4-yl)-2,8-diazaspiro[4.5]decan-2-yl)cyclobutanol